NCC=1N=C(OC1C1=NC(=CC2=C1C=NN2C)C(=O)N)C2=CC(=NN2CC)C 4-[4-(aminomethyl)-2-(1-ethyl-3-methyl-1H-pyrazol-5-yl)-1,3-oxazol-5-yl]-1-methyl-1H-pyrazolo[4,3-c]pyridine-6-carboxamide